CC1(N(CCC1)CCNC(=O)C=1C=C(C(=NC1)C)NC(=O)C=1N=NN2C1C=CC(=C2)C=2C=NN(C2)[C@H]2COCC2)C (R)-N-(5-((2-(2,2-dimethylpyrrolidin-1-yl)ethyl)carbamoyl)-2-methylpyridin-3-yl)-6-(1-(tetrahydrofuran-3-yl)-1H-pyrazol-4-yl)-[1,2,3]triazolo[1,5-a]pyridine-3-carboxamide